FC(C=1C=C(CN2C=C(C3=CC=CC=C23)/C(=C(/C(=O)OCC)\C#N)/Cl)C=C(C1)C(F)(F)F)(F)F Ethyl (Z)-3-(1-(3,5-bis(trifluoromethyl)benzyl)-1H-indol-3-yl)-3-chloro-2-cyanoacrylate